[Na+].[Na+].C1(=CC=C(C=C1)C1=NC=2C(N1)=CC=C(C2S(=O)(=O)O)S(=O)(=O)O)C2=NC=1C(N2)=CC=C(C1S(=O)(=O)[O-])S(=O)(=O)[O-] 2,2'-(1,4-phenylene)bis-[1H-benzimidazole-4,5-disulfonic acid]-Disodium salt